C1=C2C=C3C(=NC=4C=CC=CC4C3)C2=CC=C1 10H-indeno[1,2-b]Quinoline